[(3aS,7aS)-3a-(3,4-dimethoxyphenyl)-1-methyl-3,4,5,7a-tetrahydro-2H-indol-6-yl]N-methyl-N-phenyl-carbamate COC=1C=C(C=CC1OC)[C@@]12CCN([C@H]2C=C(CC1)OC(N(C1=CC=CC=C1)C)=O)C